1,3-Dioxoisoindole-5-carbonyl chloride O=C1NC(C2=CC(=CC=C12)C(=O)Cl)=O